C(C)C1=C(C(=C(C(=C1)OC)[N+](=O)[O-])F)I 1-ethyl-3-fluoro-2-iodo-5-methoxy-4-nitrobenzene